Methyl 3-(3-nitropyridin-2-yl)-2-naphthoate [N+](=O)([O-])C=1C(=NC=CC1)C=1C(=CC2=CC=CC=C2C1)C(=O)OC